2-[6-[4-(1-methyl-4-piperidinyl)phenyl]-1-oxo-isoindolin-2-yl]acetic acid ethyl ester C(C)OC(CN1C(C2=CC(=CC=C2C1)C1=CC=C(C=C1)C1CCN(CC1)C)=O)=O